C(C=C)(=O)N1CC2(C1)CN(CC2)C2=NC(=NC(=C2C#N)C=2C(=CC=C1C=NNC21)C)OC[C@H]2N(CCC2)C 4-(2-acryloyl-2,6-diazaspiro[3.4]octan-6-yl)-6-(6-methyl-1H-indazol-7-yl)-2-(((S)-1-methylpyrrolidin-2-yl)methoxy)pyrimidine-5-carbonitrile